5-(carboxyhydroxymethyl)uracil [(3S)-1-methyl-5-oxo-pyrrolidin-3-yl]-4-[3-[2-(cyclopropoxy)-3-pyridyl]pyrazolo[1,5-a]pyrimidin-5-yl]piperazine-1-carboxylate CN1C[C@H](CC1=O)C1N(CCN(C1)C1=NC=2N(C=C1)N=CC2C=2C(=NC=CC2)OC2CC2)C(=O)O.C(=O)(O)C(C=2C(NC(NC2)=O)=O)O